P([O-])([O-])([O-])=N Imidophosphate